1-(4-chloro-3-fluorophenyl)-4,4-dimethyl-1,2,3,4-tetrahydro-1,5-naphthyridine ClC1=C(C=C(C=C1)N1CCC(C2=NC=CC=C12)(C)C)F